O=C1N(C(SC1=CC1=CC=C(C=C1)C1=CC(=CC=C1)C(F)(F)F)=S)C(C(=O)O)CCC 2-(4-oxo-2-thioxo-5-((3'-(trifluoromethyl)-[1,1'-biphenyl]-4-yl)methylene)thiazolidin-3-yl)pentanoic acid